(3-chloro-4-methoxy-phenyl)methanol ClC=1C=C(C=CC1OC)CO